rel-2-(4-((3,5-dimethylmorpholino)methyl)piperidin-1-yl)-3-fluoroaniline CC1COCC(N1CC1CCN(CC1)C1=C(N)C=CC=C1F)C